6-methyl-7-carbonyl-4-(1-phenylethyl)-N-(1H-pyrazol-4-yl)-6,7-dihydro-1H-pyrrolo[2,3]pyridine-2-carboxamide CC1CN(C2=C(C1=C=O)NC(=C2)C(=O)NC=2C=NNC2)C(C)C2=CC=CC=C2